6-[2-[1-(4-nitrophenyl)-4-piperidyl]-2,8-diazaspiro[4.5]decan-8-yl]pyridazine-3-carboxylic acid [N+](=O)([O-])C1=CC=C(C=C1)N1CCC(CC1)N1CC2(CC1)CCN(CC2)C2=CC=C(N=N2)C(=O)O